C1(CC1)C1=NC(=NC=2N3CCOC(C3=NC12)(C)C)C=1C=C2C(=NC1)NC=C2C 1-Cyclopropyl-8,8-dimethyl-3-(3-methyl-1H-pyrrolo[2,3-b]pyridin-5-yl)-5,6-dihydro-8H-7-oxa-2,4,4b,9-tetraazafluorene